N-((1r,4r)-4-((3-(6-amino-5-hydroxypyridin-3-yl)-2-oxo-2,3-dihydro-1H-benzo[d]imidazol-1-yl)methyl)cyclohexyl)-5-chloro-2-methylnicotinamide NC1=C(C=C(C=N1)N1C(N(C2=C1C=CC=C2)CC2CCC(CC2)NC(C2=C(N=CC(=C2)Cl)C)=O)=O)O